monomethyl-bicyclo[1.1.1]pentane CC12CC(C1)C2